C1(=CC=CC=C1)N(NO)C1=CC=CC=C1 1,1-diphenyl-2-hydrazineol